(1R,3S)-3-(5-(((benzyloxy)carbonyl)amino)-1H-pyrazol-3-yl)cyclopentyl (S)-2-methylazetidine-1-carboxylate C[C@@H]1N(CC1)C(=O)O[C@H]1C[C@H](CC1)C1=NNC(=C1)NC(=O)OCC1=CC=CC=C1